(thiophen-2-yl)thiazole S1C(=CC=C1)C=1SC=CN1